C(C)(C)(C)OC(=O)N1[C@H](CC([C@@H](C1)C)=O)C |r| (±)-Trans-tert-butyl-2,5-dimethyl-4-oxopiperidine-1-carboxylate